C(CCCCCCCCCCCCCCC)OC(C1=CC(=C(C(=C1)C(C)(C)C)O)C(C)(C)C)=O 3,5-di(t-butyl)4-hydroxybenzoic acid cetyl ester